N1=CC=C(C=C1)C=1C=C(C=C(C1)C1=CC=NC=C1)C1=NC(=NC(=C1)C1=CC(=CC(=C1)C1=CC=NC=C1)C1=CC=NC=C1)C1=CC=CC=C1 4,6-bis(3,5-bis(4-pyridyl)phenyl)-2-phenylpyrimidine